5-fluoro-4-(2,3-dimethylquinoxalin-6-yl)-N-(5-(piperazin-1-ylmethyl)pyridin-2-yl)pyrimidin-2-amine hydrochloride Cl.FC=1C(=NC(=NC1)NC1=NC=C(C=C1)CN1CCNCC1)C=1C=C2N=C(C(=NC2=CC1)C)C